S(=O)(=O)(O)C1C(=O)N(C(C1)=O)C1(C(=O)N(C(C1)=O)O)S(=O)(=O)O sulfosuccinimidyl-(N-hydroxysulfosuccinimide)